3-(2-methylpyridin-4-yl)-1-(tetrahydro-2H-pyran-2-yl)-1H-indazole CC1=NC=CC(=C1)C1=NN(C2=CC=CC=C12)C1OCCCC1